FC1=CC=C(/C=C/C2=NN(C=C2C=O)C2OCCCC2)C=C1 (E)-3-(4-fluorostyryl)-1-(tetrahydro-2H-pyran-2-yl)-1H-pyrazole-4-carbaldehyde